COC=1C=C2C(=NC(=NC2=CC1OC)C)NC(C)C1=CC=C(S1)C=1C=C(C=CC1)/C=C/C#N (2E)-3-[3-(5-{1-[(6,7-dimethoxy-2-methylquinazolin-4-yl)amino]ethyl}thiophen-2-yl)phenyl]prop-2-enenitrile